C(C)(C)(C)S(=O)N1[C@H]([C@H]1CC)C(=O)O (2R,3R)-1-(tert-butylsulfinyl)-3-ethylaziridine-2-carboxylic acid